C1(CCCCC1)N1C(=CC=2C1=C1C(=NC2)NC=C1)C1=NC=CC=N1 1-cyclohexyl-2-(pyrimidin-2-yl)-1,6-dihydrodipyrrolo[2,3-b:2',3'-d]pyridine